FC=1C=C(C=CC1F)[C@@H]1CN(CC12CCC2)C(=O)C2=CN=CC(N2)=O (S)-6-(8-(3,4-difluorophenyl)-6-azaspiro[3.4]octane-6-carbonyl)pyrazin-2(1H)-one